3-[(2-methoxypyridin-4-yl)methyl]-5-nitro-3,4-dihydroquinazolin-4-one COC1=NC=CC(=C1)CN1C=NC2=CC=CC(=C2C1=O)[N+](=O)[O-]